C(C)OCCCC(=O)N(CCCCC)CCCCC 4-ethoxy-N,N-dipentylbutanamide